(±)-(4Z)-4-(1,3-Benzothiazol-6-ylmethylene)-2-[[trans-2-hydroxycycloheptyl]amino]-1H-imidazol-5-one S1C=NC2=C1C=C(C=C2)\C=C\2/N=C(NC2=O)N[C@H]2[C@@H](CCCCC2)O |r|